(11S)-9-tert-butyl-7,9-dihydroxy-3,5,12-trioxatetracyclo[6.6.0.01,11.04,8]tetradecane-2,6,13-trione C(C)(C)(C)C1(C23C(C(OC2OC(C32[C@H](C1)OC(C2)=O)=O)=O)O)O